1-(4-(benzyloxy)cyclohexyl)-3-methyl-8-(1-methyl-1H-pyrazol-4-yl)-3H-pyrrolo[2,3-c]isoquinoline C(C1=CC=CC=C1)OC1CCC(CC1)C1=CN(C=2N=CC=3C=CC(=CC3C21)C=2C=NN(C2)C)C